6-bromo-3-chloropyrazine BrC1=CN=C(C=N1)Cl